5-fluoro-2-[(4-{6-[(1S,3S,4R)-6-methylidene-2-azabicyclo[2.2.2]octane-3-carbonyl]-2,6-diazaspiro[3.3]heptane-2-yl}pyrimidin-5-yl)oxy]-N,N-di(propan-2-yl)benzamide FC=1C=CC(=C(C(=O)N(C(C)C)C(C)C)C1)OC=1C(=NC=NC1)N1CC2(C1)CN(C2)C(=O)[C@H]2N[C@@H]1C(C[C@H]2CC1)=C